[Si](C)(C)(C(C)(C)C)OC=1C=C(C2=CC=CC=C2C1)B1OC(C)(C)C(C)(C)O1 (3-((tert-butyldimethylsilyl)oxy)naphthalen-1-yl)boronic acid pinacol ester